4-(2-oxo-(1,2,4-triazin-3-yl)-butoxy)-7-chloroquinoline O=C(COC1=CC=NC2=CC(=CC=C12)Cl)CCC=1N=NC=CN1